NC(C(=O)O)CS 2-amino-3-mercaptopropionic acid